C(CCCCCCC\C=C/C\C=C/CCCCC)(=O)OCCCCCCCCCCCCCCCCCCCCCCCCCCCCCC(=O)N[C@@H](CO)[C@H](O)[C@H](O)CCCCCCCCCCCCCC N-(30-((linoleoyl)oxy)triacontanoyl)-phytosphingosine